(S)-N,N-dimethyl-2-(3-(6-methyl-5-(8-methyl-[1,2,4]triazolo[1,5-a]pyridin-6-yl)-2-oxo-2,3-dihydro-1H-benzo[d]imidazol-1-yl)piperidin-1-yl)acetamide CN(C(CN1C[C@H](CCC1)N1C(NC2=C1C=C(C(=C2)C=2C=C(C=1N(C2)N=CN1)C)C)=O)=O)C